ClC1=CC(=C(C=C1)NC1=CC(=NC=C1C(=O)NOCC)NC1=CC=C(C=C1)OC)N(S(=O)(=O)C)C 4-((4-Chloro-2-(N-methylmethanesulfonamido)phenyl)amino)-N-ethoxy-6-((4-methoxyphenyl)amino)nicotinamide